ClC=1C=C2CCCN(C2=CC1)[C@H]1C[C@@](N(C1)C(=O)OC(C)(C)C)(C(=O)OC)C (2R,4S)-1-tert-butyl 2-methyl 4-(6-chloro-3,4-dihydroquinolin-1(2H)-yl)-2-methylpyrrolidine-1,2-dicarboxylate